FC1=C(OC2=CC=C(C=C2)C=2NC=3N(N=CC3C3CCN(CC3)C#CC)C2C(=O)N)C=CC(=C1)F 2-(4-(2,4-difluorophenoxy)phenyl)-7-(1-propynylpiperidin-4-yl)-1H-imidazo[1,2-b]Pyrazole-3-carboxamide